2-[(4-chloro-2-fluorophenyl)methoxy]-5H,6H,8H-pyrido[3,4-d]pyrimidine-7-carboxylic acid tert-butyl ester C(C)(C)(C)OC(=O)N1CC=2N=C(N=CC2CC1)OCC1=C(C=C(C=C1)Cl)F